N-{(S)-1-[3-fluoro-5-(trifluoromethyl)phenyl]ethyl}-4-[(S)-5-methyl-1,4-diazepan-1-yl]-8-cyclopropyl-1-methyl-6-methyl-2-oxo-1,2-dihydro-1,7-diaza-3-naphthamide FC=1C=C(C=C(C1)C(F)(F)F)[C@H](C)NC(=O)C=1C(N(C2=C(N=C(C=C2C1N1CCN[C@H](CC1)C)C)C1CC1)C)=O